FC(C1=NC(=NC(=N1)C(F)(F)F)N1C(C=2NC3=CC=C(C=C3C2CC1)Cl)CC(C(=O)OC)C)(F)F methyl 3-{2-[4,6-bis(trifluoromethyl)-1,3,5-triazin-2-yl]-6-chloro-2,3,4,9-tetrahydro-1H-pyrido[3,4-b]indol-1-yl}-2-methylpropanoate